(S,E)-N-(1-cyclopropyl-3-(methylsulfonyl)allyl)-2-(3,3-difluoroazetidin-1-yl)-4-phenoxypyrimidine-5-carboxamide C1(CC1)[C@@H](\C=C\S(=O)(=O)C)NC(=O)C=1C(=NC(=NC1)N1CC(C1)(F)F)OC1=CC=CC=C1